4-(2-(2-(6-((2-(2,6-dioxopiperidin-3-yl)-1-oxoisoindolin-4-yl)amino)hexyl)-1,2,3,4-tetrahydroisoquinolin-6-yl)-5H-pyrrolo[2,3-b]pyrazin-7-yl)-N,N-dimethylbenzamide O=C1NC(CCC1N1C(C2=CC=CC(=C2C1)NCCCCCCN1CC2=CC=C(C=C2CC1)C=1N=C2C(=NC1)NC=C2C2=CC=C(C(=O)N(C)C)C=C2)=O)=O